C1(=CC=CC=C1)C(C(C1=CC=CC=C1)(OO)OO)(OO)OO 1,2-diphenyltetrahydroperoxyethane